CC1=CC=C(C=C1)S(=O)(=O)OCCOCCN1CCN(CC1)C(C1=CC(=C(C=C1)NC1=NC=C(C(=N1)NC)Cl)OC)=O 2-(2-(4-(4-((5-chloro-4-(methylamino)pyrimidin-2-yl)amino)-3-methoxybenzoyl)piperazin-1-yl)ethoxy)ethyl 4-methylbenzenesulfonate